O1C[C@H](CC1)OCC(=O)O (S)-2-((tetrahydrofuran-3-yl)oxy)acetic acid